C1(=CC=CC=C1)[C@H](C)N (1S)-1-phenyl-ethan-1-amine